FC1=C(C(=O)OCC(COC(C2=C(C(=C(C(=C2F)F)F)F)F)=O)(COC(C2=C(C(=C(C(=C2F)F)F)F)F)=O)CC)C(=C(C(=C1F)F)F)F 2-ethyl-2-(((perfluorobenzoyl)oxy)methyl)propane-1,3-diyl bis(2,3,4,5,6-pentafluorobenzoate)